C(C)C1=NN=C(O1)C12CC(CC(N1C(=O)NC1=NC=C(C(=C1)C1=NC=C(C=N1)F)C(F)(F)F)C2)C 1-(5-ethyl-1,3,4-oxadiazol-2-yl)-N-(4-(5-fluoropyrimidin-2-yl)-5-(trifluoromethyl)pyridin-2-yl)-3-methyl-6-azabicyclo[3.1.1]heptane-6-carboxamide